5-chloro-6-oxo-4-(trifluoromethyl)-1,6-dihydropyridine-3-carbonitrile ClC1=C(C(=CNC1=O)C#N)C(F)(F)F